C[C@H](CNC(OC(C)(C)C)=O)C(C#CC)=O |r| tert-butyl (RS)-(2-methyl-3-oxohex-4-yn-1-yl)carbamate